C(C)C=1C=CC(=C(C1)S(=O)(=O)NC1=NOC2=C1C(=CC(=C2)CN2N=CC(=C2)CNC(OC)=O)OC)OCC=2C=NC=CC2 methyl ((1-((3-((5-ethyl-2-(pyridin-3-ylmethoxy)phenyl)sulfonamido)-4-methoxybenzo[d]isoxazol-6-yl)methyl)-1H-pyrazol-4-yl)methyl)carbamate